C(N)(=O)CC[C@@H]([C@@H](C)OCC1=CC=C(C=C1)CCCNC(OC(C)(C)C)=O)NC(=O)OCC[Si](C)(C)C tert-butyl N-[3-[4-([[(2R,3S)-5-carbamoyl-3-([[2-(trimethylsilyl)ethoxy]carbonyl]amino)pentan-2-yl]oxy]methyl)phenyl]propyl]carbamate